FC=1C=C2C(=NNC(C2=CC1)=O)CC=1C=NC=C(C1)N1C(C(C2=CC=CC=C12)(C)O)=O 6-fluoro-4-((5-(3-hydroxy-3-methyl-2-oxoindolin-1-yl)pyridin-3-yl)methyl)phthalazin-1(2H)-one